N-[(1S)-1-{6'-fluoro-[3,3'-bipyridin]-5-yl}ethyl]-2-methyl-6-(3-methyl-1-benzofuran-5-yl)pyrimidin FC1=CC=C(C=N1)C=1C=NC=C(C1)[C@H](C)N1C(N=CC=C1C=1C=CC2=C(C(=CO2)C)C1)C